5-fluoro-4-(7'-fluoro-2'-methylspiro[cyclopentane-1,3'-indol]-5'-yl)-N-(5-(1-methylpiperidin-4-yl)pyridin-2-yl)pyrimidine-2-amine FC=1C(=NC(=NC1)NC1=NC=C(C=C1)C1CCN(CC1)C)C=1C=C2C3(C(=NC2=C(C1)F)C)CCCC3